NC1=NC=CC=C1[C@@H](C)NCCOC1=C2C(=NC(=NC2=C(C(=C1Cl)C1=NC=C(C2=C1C(=C(S2)NC(OC(C)(C)C)=O)C#N)F)F)Cl)O tert-butyl (4-(5-(2-(((R)-1-(2-aminopyridin-3-yl)ethyl)amino)ethoxy)-2,6-dichloro-8-fluoro-4-hydroxyquinazolin-7-yl)-3-cyano-7-fluorothieno[3,2-c]pyridin-2-yl)carbamate